IC(C(=C(F)F)F)(F)I diiodotetrafluoropropylene